ClC1=NC=C(C(=C1)C1=CC=NC(=C1)CO)OC 2'-chloro-6-(hydroxymethyl)-5'-methoxy-[4,4'-bipyridine]